C1(=C(C(=CC=2C3=CC=CC=C3C3=CC=CC=C3C12)C(=O)Cl)C(=O)Cl)C(=O)Cl triphenylene-tricarboxylic acid chloride